FC=1C=NN(C1)C1=CC=C(N=N1)C(=O)N1CC2CCC(C1)N2C2=NC(=CC(=C2)C)NC2=NNC(=C2)C (6-(4-fluoro-1H-pyrazol-1-yl)pyridazin-3-yl)(8-(4-methyl-6-((5-methyl-1H-pyrazol-3-yl)amino)pyridin-2-yl)-3,8-diazabicyclo[3.2.1]octane-3-yl)methanone